5-bromo-3-((4-methoxyphenyl)thio)indole BrC=1C=C2C(=CNC2=CC1)SC1=CC=C(C=C1)OC